CC(=CCCC(=C)C1CC=C(CC1)CCC=C(C)C)C 4-(5-methyl-1-methylene-4-hexenyl)-1-(4-methyl-3-pentenyl)-cyclohexene